N1CN=CCC1 1,2,5,6-tetrahydro-pyrimidin